Cyanomethyl-(2-{2-chloro-4-fluoro-5-[3-methyl-2,6-dioxo-4-(trifluoromethyl)-3,6-dihydropyrimidine-1(2H)-yl]phenoxy}phenoxy)acetate C(#N)COC(COC1=C(C=CC=C1)OC1=C(C=C(C(=C1)N1C(N(C(=CC1=O)C(F)(F)F)C)=O)F)Cl)=O